(2-chloro-5-((5-(4-fluoro-3-((trifluoromethyl)thio)phenyl)-5-(trifluoromethyl)-4,5-dihydroisoxazol-3-yl)amino)benzyl)cyclopropanecarboxamide ClC1=C(CC2(CC2)C(=O)N)C=C(C=C1)NC1=NOC(C1)(C(F)(F)F)C1=CC(=C(C=C1)F)SC(F)(F)F